ClC1=C(C(=CC=C1)O)C1=NN=C(C2=CC=CC=C12)NC[C@H](CO)O (2R)-3-[[4-(2-chloro-6-hydroxy-phenyl)phthalazin-1-yl]amino]propane-1,2-diol